ClC=1C=C(C=CC1F)N(S(=O)(=O)C1CCN(CC1)C(=O)OC(C)(C)C)CC1=C(C=C(C=C1)C(=O)OC)F tert-butyl 4-(N-(3-chloro-4-fluorophenyl)-N-(2-fluoro-4-(methoxycarbonyl)benzyl)sulfamoyl)piperidine-1-carboxylate